[C@H]12CC(C[C@H](CCC1)N2)=CC2=NN=C(S2)C2=C(C=C(C=C2)N2C=NC=C2)O 2-(5-((Z)-((1R,5S)-9-azabicyclo[3.3.1]nonan-3-ylidene)methyl)-1,3,4-thiadiazol-2-yl)-5-(1H-imidazol-1-yl)phenol